N-(3-(Difluoromethoxy)-5-fluoro-4-(2-((3-fluorooxetan-3-yl)methyl)-3-methyl-2,3,4,9-Tetrahydro-1H-pyrido[3,4-b]indol-1-yl)phenyl)-1-(3-fluoropropyl)azetidin-3-amine FC(OC=1C=C(C=C(C1C1N(C(CC2=C1NC1=CC=CC=C21)C)CC2(COC2)F)F)NC2CN(C2)CCCF)F